ClC1=NNC=2C=C(C(=C(C12)C#N)C(=O)C1=C(C=CC(=C1)F)Cl)NC1=C(C=C(C=C1)OC)OC 3-chloro-5-[(2-chloro-5-fluorophenyl)carbonyl]-6-[(2,4-dimethoxyphenyl)amino]-1H-indazole-4-carbonitrile